(+-)-2,3-dihydroxypropyl-methyl-2,4-dihydroxy-2-methylbenzoate OC(CC=1C(=C(C(C(C(=O)[O-])C1)(C)O)C)O)CO